12-hydroxystearic acid-2-ethylhexyl ester C(C)C(COC(CCCCCCCCCCC(CCCCCC)O)=O)CCCC